1-(5-chloro-6-methoxypyridin-2-yl)cyclopropane-1-carbonitrile ClC=1C=CC(=NC1OC)C1(CC1)C#N